4-(5-chloro-3-(3-(trifluoromethyl)phenyl)-1H-indazol-1-yl)-3-fluoro-N-(methylsulfonyl)benzamide ClC=1C=C2C(=NN(C2=CC1)C1=C(C=C(C(=O)NS(=O)(=O)C)C=C1)F)C1=CC(=CC=C1)C(F)(F)F